Tert-butyl (R)-2-((R)-2-amino-3-(phenylthio)propyl)pyrrolidine-1-carboxylate N[C@H](C[C@@H]1N(CCC1)C(=O)OC(C)(C)C)CSC1=CC=CC=C1